Magnesium maleinat C(\C=C/C(=O)[O-])(=O)[O-].[Mg+2]